CC1=C(C=CC=C1OC([2H])([2H])[2H])[C@@H]1NCC[C@@H]1N1C2CN(CC1CC2)C(=O)OC(C)(C)C tert-butyl 8-[(2S,3S)-2-[2-methyl-3-(trideuteriomethoxy)phenyl]pyrrolidin-3-yl]-3,8-diazabicyclo[3.2.1]octane-3-carboxylate